(R)-N-(3-chloro-2,4-difluorophenyl)-3-((R)-7-hydroxy-7-methyl-4-(trifluoromethyl)-6,7-dihydro-5H-cyclopenta[b]pyridin-2-yl)-N-methyl-2-oxoimidazolidine-4-carboxamide ClC=1C(=C(C=CC1F)N(C(=O)[C@@H]1N(C(NC1)=O)C1=CC(=C2C(=N1)[C@](CC2)(C)O)C(F)(F)F)C)F